CNC(C=C)=O N-methyl-prop-2-enamide